methyl 2,4-dichloro-3-oxo-butyrate ClC(C(=O)OC)C(CCl)=O